FC(C(=O)[O-])(F)F.[Nd+3].N1(CCCCC1)CCNC(C1=CC=C(C=C1)C1=NC2=CC=C3C(=C2C=2CCCCC12)C=NN3)=O.FC(C(=O)[O-])(F)F.FC(C(=O)[O-])(F)F N-(2-(piperidin-1-yl)ethyl)-4-(8,9,10,11-tetrahydro-3H-pyrazolo[4,3-a]phenanthridin-7-yl)benzamide Neodymium trifluoroacetate